FC=1C=C(C(=O)NCC=2N=NN3C2C=NC=C3)C=CC1OC(F)(F)F 3-fluoro-N-([1,2,3]triazolo[1,5-a]pyrazin-3-ylmethyl)-4-(trifluoromethoxy)benzamide